7-(2H-1,3-benzodioxol-5-yl)-2-cyclopropyl-9-(2,2-difluoro-1,3-benzodioxol-5-yl)pyrido[1,2-a]pyrimidin-8-one O1COC2=C1C=CC(=C2)C=2C(C(=C1N(C=CC(=N1)C1CC1)C2)C2=CC1=C(OC(O1)(F)F)C=C2)=O